Tert-butyl (N-(5-(6,7-dimethoxyquinazolin-4-yl)pentyl)sulfamoyl)carbamate COC=1C=C2C(=NC=NC2=CC1OC)CCCCCNS(=O)(=O)NC(OC(C)(C)C)=O